P([O-])(=S)([S-])[S-] Phosphorotrithioat